NC1=C(C(=O)OC)C(=CC=C1[N+](=O)[O-])OCC(=O)OC(C)(C)C Methyl 2-amino-6-(2-(tert-butoxy)-2-oxoethoxy)-3-nitrobenzoate